N-(5-pyrimidin-5-yl-2-pyridyl)-2-[4-[2-(trifluoromethyl)-4-pyridyl]pyrazol-1-yl]acetamide N1=CN=CC(=C1)C=1C=CC(=NC1)NC(CN1N=CC(=C1)C1=CC(=NC=C1)C(F)(F)F)=O